2,5-di[2-(2-ethoxyethoxy)ethoxy]benzaldehyde C(C)OCCOCCOC1=C(C=O)C=C(C=C1)OCCOCCOCC